FC(C=1C=NC=CC1N1C[C@@H]2CN(CC[C@@H]2C1)C(=O)OC(C)(C)C)(F)F |r| rac-tert-butyl (3aR,7aS)-2-[3-(trifluoromethyl)pyridin-4-yl]-octahydro-1H-pyrrolo[3,4-c]pyridine-5-carboxylate